BrC=1C=NN(C1C)CC(C)O 1-(4-bromo-5-methyl-pyrazol-1-yl)propan-2-ol